methyl heptadecafluorononanoate FC(C(C(C(C(C(C(C(C(=O)OC)(F)F)(F)F)(F)F)(F)F)(F)F)(F)F)(F)F)(F)F